COC1=C(C=C(C=C1)OC)NC(=S)N1C[C@@](CC1)(C1=NC=CN=C1)C1=CC(=C(C=C1)C)F (S)-N-(2,5-dimethoxyphenyl)-3-(3-fluoro-4-methylphenyl)-3-(pyrazin-2-yl)pyrrolidine-1-carbothioamide